(R)-1-(6-(3-methoxytetrahydrofuran-3-yl)-4-methylpyridin-2-yl)-3-methyl-1H-pyrazolo[4,3-c]pyridine-6-amine CO[C@@]1(COCC1)C1=CC(=CC(=N1)N1N=C(C=2C=NC(=CC21)N)C)C